CC1(CCC2(CCC(O2)OCCCCOC2OC3(CC2)CCC(CC3)(C)C)CC1)C 1,4-Bis((8,8-dimethyl-1-oxaspiro[4.5]dec-2-yl)oxy)butane